N5-(3-(4-aminophenyl)propyl)-2-(furan-2-yl)-[1,2,4]triazolo[1,5-a]pyrimidine-5,7-diamine NC1=CC=C(C=C1)CCCNC1=NC=2N(C(=C1)N)N=C(N2)C=2OC=CC2